COC(C(CCC(CC#N)CC1=CC=CC=C1)(C1=CC=CC=C1)C1=CC=CC=C1)=O 5-benzyl-6-cyano-2,2-diphenylhexanoic acid methyl ester